FC1=CC=C(C=C1)N1N=C(C=C1S(=O)(=O)C)C(=O)NC1=NC=CC(=C1)C1=C(N=C(S1)C=1C=NC=CC1)C 1-(4-fluorophenyl)-N-(4-(4-methyl-2-(pyridin-3-yl)thiazol-5-yl)pyridin-2-yl)-5-(methylsulfonyl)-1H-pyrazole-3-carboxamide